N12CCC(CC1)(CC2)CNC(=O)NC2=CNC1=CC=C(C=C21)OCCC2=CC=C(C=C2)C(F)(F)F 1-(quinuclidin-4-ylmethyl)-3-(5-(4-(trifluoromethyl)phenethoxy)-1H-indol-3-yl)urea